3-((4-(8-chloro-7-((2-methyl-1-((2-(trimethylsilyl)ethoxy)methyl)-1H-benzo[d]imidazol-6-yl)oxy)quinoxalin-2-yl)-1H-pyrazol-1-yl)methyl)cyclobutanone ClC=1C(=CC=C2N=CC(=NC12)C=1C=NN(C1)CC1CC(C1)=O)OC=1C=CC2=C(N(C(=N2)C)COCC[Si](C)(C)C)C1